C(C1=CC=CC=C1)OC(=O)N1[C@@H]([C@@H]2[C@H](C1)CCC2)C(=O)O (1S,3aR,6aS)-2-((benzyloxy)carbonyl)octahydrocyclopenta[c]pyrrole-1-carboxylic acid